tert-butyl ((2-(2,6-dioxopiperidin-3-yl)-7-fluoro-1-oxoisoindolin-5-yl)methyl)carbamate O=C1NC(CCC1N1C(C2=C(C=C(C=C2C1)CNC(OC(C)(C)C)=O)F)=O)=O